4-(5-(5-ethoxy-2-fluoro-4-methoxyphenyl)-4-methylpyridin-3-yl)-1,2-oxaborolan-2-ol C(C)OC=1C(=CC(=C(C1)C=1C(=C(C=NC1)C1CB(OC1)O)C)F)OC